OC=1C(=C(C(=NC1C)NC(=O)C=1NC2=CC=CC=C2C1)C)C N-(5-hydroxy-3,4,6-trimethylpyridin-2-yl)-1H-indole-2-carboxamide